cis-2-pentadecene-1,15-dicarboxylic acid C(\C=C/CCCCCCCCCCCCC(=O)O)C(=O)O